7-ethyl-8-methoxy-10,10-dimethyl-5-oxo-10,11-dihydro-5H-1,11-diaza-benzo[b]fluorene-2-carbonitrile C(C)C1=CC2=C(C(C=3NC=4N=C(C=CC4C3C2=O)C#N)(C)C)C=C1OC